C(C1=CC=CC=C1)OC(N[C@@H](CN)C)=O ((R)-2-amino-1-methyl-ethyl)-carbamic acid benzyl ester